FC=1C=C(SC1C(O)(OCC)C)C(C(C(=O)OC)C)C1=CC(=C(C=C1)C)COCC1=CC=C(C=C1)OC methyl 3-[4-fluoro-5-(2-methyl-1,3-dioxapent-2-yl) thiophen-2-yl]-3-(3-{[(4-methoxybenzyl) oxy] methyl}-4-methylphenyl)-2-methylpropionate